C(N)(=O)C=1C=C(C=CC1)C(C)(C)NC(=O)C1=NN(C2=CC=CC=C12)CCCCC N-[2-(3-carbamoylphenyl)propan-2-yl]-1-pentyl-1H-indazole-3-carboxamide